NC1=NC(=CC(=N1)N1[C@@H](COCCC1)C1=C(C=C(C(=O)N(C)CC)C=C1)Cl)C |r| (±)-4-(4-(2-Amino-6-methylpyrimidin-4-yl)-1,4-oxazepan-3-yl)-3-chloro-N-ethyl-N-methylbenzamide